FC=1C(=NC(=CC1)C)NC1[C@@H]2CN(C[C@H]1C2)C2=CC=C(C=N2)C=2C=1N(C=C(C2)OCC(C)(C)O)N=CC1C#N 4-(6-((1R,5S,6r)-6-((3-fluoro-6-methylpyridin-2-yl)amino)-3-azabicyclo[3.1.1]heptan-3-yl)pyridin-3-yl)-6-(2-hydroxy-2-methylpropoxy)pyrazolo[1,5-a]pyridine-3-carbonitrile